tert-butyl (2-(2-((1r,3R)-3-((tert-butoxycarbonyl)amino)cyclobutyl)ethyl)pyridin-4-yl)(1-(tert-butyl)-3-((1S,3R)-3-hydroxycyclopentyl)-1H-pyrazol-5-yl)carbamate C(C)(C)(C)OC(=O)NC1CC(C1)CCC1=NC=CC(=C1)N(C(OC(C)(C)C)=O)C1=CC(=NN1C(C)(C)C)[C@@H]1C[C@@H](CC1)O